NNC(C(=O)NC)=O N'-amino-N-methyl-oxalamide